FC=1C(=C(C=CC1F)[C@@H]1[C@H](O[C@@]([C@H]1C)(C)C(F)F)C(=O)NC1=CC(=NC=C1)C(=O)N)OC 4-((2S,3R,4S,5R)-3-(3,4-difluoro-2-methoxyphenyl)-5-(difluoromethyl)-4,5-dimethyltetrahydrofuran-2-carboxamido)picolinamide